N1(CCOCC1)C(=O)C=1C=CC(=C(C1)C=1C(=NC(=CC1)C=1C=NNC1)C(=O)N)N1CCCCC1 (5-(morpholine-4-carbonyl)-2-(piperidin-1-yl)phenyl)-6-(1H-pyrazol-4-yl)pyridineamide